C12CN(CC2CC1)CCNC(=O)C=1C=C(C(=NC1)C)NC(=O)C=1C=NN2C1SC(=C2)C=2C=NN1C2OCCC1 N-(5-((2-(3-azabicyclo[3.2.0]heptan-3-yl)ethyl)carbamoyl)-2-methylpyridin-3-yl)-2-(6,7-dihydro-5H-pyrazolo[5,1-b][1,3]oxazin-3-yl)pyrazolo[5,1-b]thiazole-7-carboxamide